4-Benzyloxyphenyl acrylate C(C=C)(=O)OC1=CC=C(C=C1)OCC1=CC=CC=C1